2-benzyl-2-(dimethylamino)-1-[4-(morpholino)phenyl]-1-butanone C(C1=CC=CC=C1)C(C(=O)C1=CC=C(C=C1)N1CCOCC1)(CC)N(C)C